ethyl 4-ethoxy-2-(methylsulfanyl)pyrimidine-5-carboxylate C(C)OC1=NC(=NC=C1C(=O)OCC)SC